Cl.C(C)(C)C1=C(C=CC=C1)C1(CNC1)C(=O)O 3-(2-isopropylphenyl)azetidine-3-carboxylic acid hydrochloride